β-phenylacrolein O=C/C=C/C1C=CC=CC=1